NC=1C(=C(C(=C(C1)O)C#C)C1=CC=CC=C1)C1=CC=CC=C1 aminodiphenyl-ethynyl-phenol